(S)-2-amino-N-(4-(N-tert-butylsulfamoyl)-2-fluorophenyl)-3-phenylpropionamide hydrochloride Cl.N[C@H](C(=O)NC1=C(C=C(C=C1)S(NC(C)(C)C)(=O)=O)F)CC1=CC=CC=C1